CC1(CNC2=CC=CC=C12)C (E)-3,3-dimethylindolin